2,4-Anthraquinone C1C(CC(C2=CC3=CC=CC=C3C=C12)=O)=O